1-(6-(pyridin-2-ylmethoxy)pyridin-2-yl)piperazine N1=C(C=CC=C1)COC1=CC=CC(=N1)N1CCNCC1